(7-bromo-5-fluorobenzofuran-2-yl)methanol BrC1=CC(=CC=2C=C(OC21)CO)F